N1=CN=CC(=C1)N1C=CN2C1=NC(=CC2=O)C(F)(F)F 1-(pyrimidin-5-yl)-7-(trifluoromethyl)-1H,5H-imidazo[1,2-a]pyrimidin-5-one